(1H-pyrazolo[3,4-c]pyridin-3-yl)(4-(2-(trifluoromethyl)phenyl)piperidin-1-yl)methanone N1N=C(C=2C1=CN=CC2)C(=O)N2CCC(CC2)C2=C(C=CC=C2)C(F)(F)F